(S)-1-(4-(2-amino-3-(3-methoxy-4-((4-methoxybenzyl)oxy)benzyl)-3H-imidazo[4,5-b]pyridin-6-yl)-1H-pyrazol-1-yl)-20-(tert-butyl)-2,18-dioxo-6,9,12,15-tetraoxa-3,19-diaza-heneicosane NC1=NC=2C(=NC=C(C2)C=2C=NN(C2)CC(NCCOCCOCCOCCOCCC(N[C@@H](C)C(C)(C)C)=O)=O)N1CC1=CC(=C(C=C1)OCC1=CC=C(C=C1)OC)OC